O[B-]1([C@@H]2C[C@@H]2C2=CC=C(C(=C2C1)C(=O)O)OC1CN(C1)C(C[C@@H]1CN(CCO1)C)=O)O (2S,4R)-5,5-dihydroxy-9-[(1-{[(2R)-4-methylmorpholin-2-yl]acetyl}azetidin-3-yl)oxy]-5-boranuidatricyclo[5.4.0.02,4]undeca-1(11),7,9-triene-8-carboxylic acid